CC1=C(OCC(=O)NC(C(CCC2=C(C(=O)N)C=CC=C2)O)C(C2=CC=CC=C2)CC(C)C)C(=CC=C1)C {4-[2-(2,6-dimethyl-phenoxy)-acetylamino]-3-hydroxyl-isobutyl-5-phenyl-pentyl}-benzamide